CC(C=C)CC(C)C 3,5-dimethylhexene